N-(6-hydroxypyridazin-3-yl)-4-(4-(trifluoromethyl)-phenyl)piperazine-1-carboxamide OC1=CC=C(N=N1)NC(=O)N1CCN(CC1)C1=CC=C(C=C1)C(F)(F)F